C1(CC1)C1=CN(C=2N=CN=C(C21)N2C[C@H](N(CC2)C(=O)OC(C)(C)C)C)C=2C=NC=C(C2)C tert-butyl (R)-4-(5-cyclopropyl-7-(5-methylpyridin-3-yl)-7H-pyrrolo[2,3-d]pyrimidin-4-yl)-2-methylpiperazine-1-carboxylate